COCCOC1=C(C=CC(=C1)C(F)(F)F)[N+](=O)[O-] 2-(2-methoxyethoxy)-1-nitro-4-(trifluoromethyl)benzene